N(CC(=O)[O-])(CC(=O)[O-])CC(=O)[O-].[Na+].[Na+].[Na+] trisodium nitrilotriacetate salt